COC1=CC(=C(C=C1NC1=NC=NC(=C1)N1OCC[C@@H]1C1=C(C(=CC=C1F)F)F)NC(C=C)=O)N1CCC(CC1)N1C[C@@H](OCC1)C N-(4-methoxy-2-(4-((S)-2-methylmorpholino)piperidine-1-yl)-5-((6-((R)-3-(2,3,6-trifluorophenyl)isoxazolidine-2-yl)pyrimidine-4-yl)amino)phenyl)acrylamide